C=CC1=C(CCCCCCCCCCCCCC)O1 (3R,4S,6Z,9Z)-3,4-epoxy-octadecadiene